BrC=1C=C(C=C(C1)NCCN)NC(=O)NC1=C(C=CC(=C1)Cl)CO 1-[3-bromo-5-(2-aminoethylamino)phenyl]-3-(5-chloro-2-hydroxymethylphenyl)urea